tert-butyl ((7R)-2-(2-(1-(cyclopropylmethyl)-7-(piperidin-4-yl)-1H-indol-2-yl)-7-methoxy-1-methyl-1H-benzo[d]imidazole-5-carbonyl)-2-azabicyclo[2.2.1]heptan-7-yl)carbamate C1(CC1)CN1C(=CC2=CC=CC(=C12)C1CCNCC1)C1=NC2=C(N1C)C(=CC(=C2)C(=O)N2C1CCC(C2)[C@H]1NC(OC(C)(C)C)=O)OC